N1CC(C1)C1=CC=C(C=N1)C=1C=NC=2C=CN3C(C2C1)=NC(=C3C)C3=C(C=CC=C3Cl)Cl 9-(6-(azetidin-3-yl)pyridin-3-yl)-2-(2,6-dichlorophenyl)-3-methylimidazo[2,1-f][1,6]naphthyridine